NC1=CC=C(C=C1)N1C(C=CC(=C1)C)=O 1-(4-aminophenyl)-5-methylpyridin-2(1H)-one